CN(C(=O)C(OC(=O)NCCCC[C@H](N)C(=O)O)C1[C@H]2CCC#CCC[C@@H]12)C[C@@H]([C@H]([C@@H]([C@@H](CO)O)O)O)O N6-(methyl((2S,3R,4R,5R)-2,3,4,5,6-pentahydroxyhexyl)carbamoyl(((1R,8S,9s)-bicyclo[6.1.0]non-4-yn-9-yl)methoxy)carbonyl)-L-lysine